CN1N=NC2=C1C=CC(=C2C)C(C(C(=O)O)(C)C)C2=CC(=C(C=C2)C)CN2C[C@H](OC1=CC=C3C=CC=NC3=C1C2)CC 3-(1,4-dimethyl-1H-benzo[d][1,2,3]triazol-5-yl)-3-(3-(((R)-8-ethyl-8,9-dihydro-[1,4]oxazepino[7,6-h]quinolin-10(11H)-yl)methyl)-4-methylphenyl)-2,2-dimethylpropanoic Acid